1,6-naphthyridine-3-Nitrile N1=CC(=CC2=CN=CC=C12)C#N